methyl 2-chloro-4-(chloromethyl)-6-cyano-benzoate ClC1=C(C(=O)OC)C(=CC(=C1)CCl)C#N